N1=CC=C(C=C1)C=1C(=NNC1)C=1C=C(OCC2=CC=C(C#N)C=C2)C=CC1 4-((3-(4-(pyridin-4-yl)-1H-pyrazol-3-yl)phenoxy)methyl)benzonitrile